5-(4-tert-butylphenyl)1,3,4-oxadiazole C(C)(C)(C)C1=CC=C(C=C1)C1=NN=CO1